(S)-5-((5-(2-methoxy-3-methyl-6-(piperidin-3-ylmethoxy)phenyl)-1H-pyrazol-3-yl)amino)pyrazine-2-carbonitrile COC1=C(C(=CC=C1C)OC[C@@H]1CNCCC1)C1=CC(=NN1)NC=1N=CC(=NC1)C#N